(2-((3-fluoro-4-morpholinophenyl)amino)-4-(((1r,4r)-4-(hydroxymethyl)cyclohexyl)amino)-7H-pyrrolo[2,3-d]pyrimidin-5-yl)(4-fluorophenyl)methyl Ketone FC=1C=C(C=CC1N1CCOCC1)NC=1N=C(C2=C(N1)NC=C2C(C2=CC=C(C=C2)F)C(=O)C(C2=CNC=1N=C(N=C(C12)NC1CCC(CC1)CO)NC1=CC(=C(C=C1)N1CCOCC1)F)C1=CC=C(C=C1)F)NC1CCC(CC1)CO